1-[6-chloro-2-[3-(difluoromethyl)-5-ethyl-pyrazol-1-yl]-3-pyridinyl]ethanone ClC1=CC=C(C(=N1)N1N=C(C=C1CC)C(F)F)C(C)=O